FC=1C=CC(=C(C(=O)N([C@@H]2COCC2)C(C)C)C1)OC=1C(=NC=NC1)N1CC2(C1)CCN(CC2)C[C@H]2OC[C@@H](CC2)NS(=O)(=O)C 5-Fluoro-N-isopropyl-2-((4-(7-(((2S,5R)-5-(methylsulfonamido)tetrahydro-2H-pyran-2-yl)methyl)-2,7-diazaspiro[3.5]nonan-2-yl)pyrimidin-5-yl)oxy)-N-((S)-tetrahydrofuran-3-yl)benzamide